C[Si](C)(C)C#CC=1C=C(C(C(=O)OC)=CC1)C(=O)OC Dimethyl 4-((trimethylsilyl)ethynyl)phthalate